N1(CCCC1)CC1=CC=NN1 5-(pyrrolidin-1-ylmethyl)-1H-pyrazole